[3-[3-(5-Cyclopropyl-1,3,4-oxadiazol-2-yl)-1-bicyclo[1.1.1]pentanyl]azetidin-1-yl]-[(3S)-3-(1H-1,2,4-triazol-5-yl)pyrrolidin-1-yl]methanone C1(CC1)C1=NN=C(O1)C12CC(C1)(C2)C2CN(C2)C(=O)N2C[C@H](CC2)C2=NC=NN2